(3,4-dichloro-phenyl)-5-fluoro-pyrimidine-4-carboxylic acid ClC=1C=C(C=CC1Cl)C1=NC=C(C(=N1)C(=O)O)F